2-[2-methyl-4-[5-methyl-3-(4-pyridyl)-1H-pyrazol-4-yl]phenyl]-7-oxa-2-azaspiro[3.5]nonane CC1=C(C=CC(=C1)C=1C(=NNC1C)C1=CC=NC=C1)N1CC2(C1)CCOCC2